2-(3-Bromo-5-tert-butyl-4-hydroxybenzylidene)malononitrile BrC=1C=C(C=C(C#N)C#N)C=C(C1O)C(C)(C)C